ClC=1C=CC(=C(C1)C1=C2C(=NC(=C1)C)C(=CS2)C(=O)O)OCCN2C(=NC1=C(C2=O)C(=C(N=C1)C1(CC1)C)C#N)C 7-(5-chloro-2-(2-(5-cyano-2-methyl-6-(1-methylcyclopropyl)-4-oxopyrido[3,4-d]pyrimidin-3(4H)-yl)ethoxy)phenyl)-5-methylthieno[3,2-b]pyridine-3-carboxylic acid